NC[C@H](CC)O (2S)-1-amino-2-butanol